[4-nitro-2-[3-(trifluoromethyl)pyrrolidin-1-yl]phenyl]-(2-oxa-7-azaspiro[3.5]nonan-7-yl)methanone [N+](=O)([O-])C1=CC(=C(C=C1)C(=O)N1CCC2(COC2)CC1)N1CC(CC1)C(F)(F)F